NC1=CC=C(C(NCC(=O)O)=O)C=C1.C(=C)[Si](OCCOC)(OCCOC)OCCOC vinyltris(2-methoxy-ethoxy)silane para-Aminohippurat